[6-[(4-amino-1-piperidinyl)methyl]-4-methoxy-1,2-benzoxazol-3-yl]-2-methoxy-benzenesulfonamide NC1CCN(CC1)CC1=CC2=C(C(=NO2)C=2C(=C(C=CC2)S(=O)(=O)N)OC)C(=C1)OC